[2-[4-[[5-cyclopropyl-1-[(4-methoxyphenyl)methyl]pyrazol-3-yl]methyl]pyrimidin-2-yl]-2-azabicyclo[2.2.1]heptan-4-yl]methanol C1(CC1)C1=CC(=NN1CC1=CC=C(C=C1)OC)CC1=NC(=NC=C1)N1C2CCC(C1)(C2)CO